FC=1C=C(C=CC1)NC(=O)NC1=C(C(=C(C(=C1)F)F)C(=O)C=1C=C2N=C(C=NC2=CC1)N1CCOCC1)F 1-(3-fluorophenyl)-3-(2,4,5-trifluoro-3-(3-morpholinoquinoxaline-6-carbonyl)phenyl)urea